C(C)(=O)C=1C(OC2=C(C1N1CCOCC1)C=CC(=C2)NC2=NC=CC(=N2)C2=CC=C(C=1C=COC12)F)=O 3-acetyl-7-((4-(4-fluorobenzofuran-7-yl)pyrimidin-2-yl)amino)-4-morpholino-2H-benzopyran-2-one